C(C)N1C2=NC(=NC(=C2N=C1)N[C@@H]1CNCC1)NC(C(C(F)(F)F)O)C 3-((9-ethyl-6-(((S)-pyrrolidin-3-yl)amino)-9H-purin-2-yl)amino)-1,1,1-trifluorobutan-2-ol